C1(C(CCCC1)C(=O)O)C(=O)O.C(C1=CC=CC=C1)(=O)C1=CC=CC=C1.C(C1=CC=CC=C1)(=O)C1=CC=CC=C1 Dibenzophenone 1,2-cyclohexanedicarboxylate